C(CCC)S[C@@]1([C@H](O)[C@H](O)[C@@H](C)O1)N1C=NC=2C(N)=NC=NC12 butylthio-5'-deoxyadenosine